6-{[6-fluoro-5-(2-hydroxy-prop-2-yl)pyridin-2-yl]amino}-4-[(3-methanesulfonylpyridin-2-yl)amino]-N-(2H3)methylpyridazine-3-carboxamide FC1=C(C=CC(=N1)NC1=CC(=C(N=N1)C(=O)NC([2H])([2H])[2H])NC1=NC=CC=C1S(=O)(=O)C)C(C)(C)O